(S)-N-(piperidin-3-yl)-4-(7H-pyrrolo[2,3-d]pyrimidin-4-yl)-3,4-dihydro-2H-1,4-thiazine-6-carboxamide hydrochloride Cl.N1C[C@H](CCC1)NC(=O)C1=CN(CCS1)C=1C2=C(N=CN1)NC=C2